4-((3-Chlorobenzyl)(methyl)amino)pyrrolidine-2-carboxylic acid ClC=1C=C(CN(C2CC(NC2)C(=O)O)C)C=CC1